(S)-4-(1-((1-methylpyrrolidin-2-yl)methyl)-2-oxo-1,2,5,6,7,8-hexahydropyrido[3,4-d]pyrimidin-4-yl)piperazine-1-carboxylic acid benzyl ester C(C1=CC=CC=C1)OC(=O)N1CCN(CC1)C=1C2=C(N(C(N1)=O)C[C@H]1N(CCC1)C)CNCC2